O=C1OC2=C(N1)C=CC=C2 2-oxo-1,3-benzoxazole